methyl 6-(4-(3-(4-chloro-3-fluorophenyl)-1-(2,2,2-trifluoroethyl)-1H-pyrrolo[2,3-b]pyridine-6-carbonyl)-3,3-dimethylpiperazin-1-yl)-2,4-dimethylnicotinate ClC1=C(C=C(C=C1)C1=CN(C2=NC(=CC=C21)C(=O)N2C(CN(CC2)C2=NC(=C(C(=O)OC)C(=C2)C)C)(C)C)CC(F)(F)F)F